tri-tert-butyltin C(C)(C)(C)[Sn](C(C)(C)C)C(C)(C)C